C(#N)C1=C(C=CC(=C1OC=1C=C2C(N(C=NC2=CC1)C)=O)F)NS(=O)(=O)C1CCCC1 N-[2-cyano-4-fluoro-3-(3-methyl-4-oxo-quinazolin-6-yl)oxy-phenyl]cyclopentanesulfonamide